C(C)(C)(C)OC(=O)N1C[C@H](CC1)[C@@H](C(=O)O)CC1=CC(=CC=C1)NC(NC(C)C)=O (2S)-2-[(3R)-1-tert-Butoxycarbonylpyrrolidin-3-yl]-3-[3-(isopropylcarbamoylamino)phenyl]propanoic acid